ClC1=C(C=CC=C1NC1=NC=CC(=C1F)CN1CC(C1)CO)C1=NC=CC(=C1C)C1=NC(=C(C=C1)CNC[C@H]1CCC(N1)=O)OC (R)-5-((((2'-(2-chloro-3-((3-fluoro-4-((3-(hydroxymethyl)azetidin-1-yl)methyl)pyridin-2-yl)amino)phenyl)-6-methoxy-3'-methyl-[2,4'-bipyridin]-5-yl)methyl)amino)methyl)pyrrolidin-2-one